Benzyl (2S)-2-(8-amino-1-bromo-imidazo[1,5-a]pyrazin-3-yl)-1-pyrrolidinecarboxylate NC=1C=2N(C=CN1)C(=NC2Br)[C@H]2N(CCC2)C(=O)OCC2=CC=CC=C2